(R)-3-(6-chloro-1,2,3,4-tetrahydroisoquinolin-8-yl)morpholine-4-carboxylic acid ClC=1C=C2CCNCC2=C(C1)[C@H]1N(CCOC1)C(=O)O